O[C@@H]1C[C@@H]2[C@]3(CCC(C=C3C=C[C@H]2[C@@H]2CC=C(C(C)=O)[C@@]12C)=O)C 12beta-hydroxypregna-4,6,16-triene-3,20-dione